O=C1NC(CCC1N1CC=2C=CC(=C(C2C1=O)C#N)OCC)=O 2-(2,6-dioxopiperidin-3-yl)-5-ethoxy-3-oxoisoindoline-4-carbonitrile